7-(3-propoxybenzoyl)-4-(2-(1-methyl-1H-pyrazol-4-yl)ethyl)aminocyclohepta[7,6-b]indole C(CC)OC=1C=C(C(=O)C2=CC3=NC4=C(C=CC=C4C3=CC=C2)NCCC=2C=NN(C2)C)C=CC1